8,8'-(Methylazanediyl)bis(N,N-didecyl-2-fluorooctanoamide) CN(CCCCCCC(C(=O)N(CCCCCCCCCC)CCCCCCCCCC)F)CCCCCCC(C(=O)N(CCCCCCCCCC)CCCCCCCCCC)F